FC1=CC=CC=2OCC(N(C21)C)=O 5-fluoro-4-methyl-2H-benzo[b][1,4]oxazin-3(4H)-one